CCC(C(CCCCCC)C(=O)[O-])C(=O)[O-] decane-3,4-dicarboxylate